N-(3-(4-amino-3-(4-((5-fluoro-2-methoxybenzamido)methyl)phenyl)-1H-pyrazolo[3,4-d]pyrimidin-1-yl)propyl)-N-cyclopropyl-1H-1,2,4-triazole-1-carboxamide NC1=C2C(=NC=N1)N(N=C2C2=CC=C(C=C2)CNC(C2=C(C=CC(=C2)F)OC)=O)CCCN(C(=O)N2N=CN=C2)C2CC2